C(CCC(=O)OC1=CC=CC=C1)(=O)OCC#N Cyanomethyl phenyl succinate